2-((((9H-fluorene-9-yl)methoxy)carbonyl)amino)-4-nitrobenzoic acid methyl ester COC(C1=C(C=C(C=C1)[N+](=O)[O-])NC(=O)OCC1C2=CC=CC=C2C=2C=CC=CC12)=O